O[C@@H](CC(=O)O)CC (3R)-3-hydroxy-pentanoic acid